(2R)-3-[4-(3,6-dihydro-2H-pyran-4-yl) phenyl]-benzyl 2-hydroxypropionate O[C@@H](C(=O)OCC1=CC(=CC=C1)C1=CC=C(C=C1)C=1CCOCC1)C